tert-butyl 4-chlorosulfonylpiperazine-1-carboxylate ClS(=O)(=O)N1CCN(CC1)C(=O)OC(C)(C)C